ClC=1C(=NC(=NC1)NC=1C(=CC(=C(C1)NC(C=C)=O)N(C)CCN(C)C)OC)NC1=C(C=CC(=C1)F)N(S(=O)(=O)C)C N-(5-((5-chloro-4-((5-fluoro-2-(N-methylmethylsulfonamido)phenyl)amino)pyrimidin-2-yl)amino)-2-((2-(dimethylamino)ethyl)(methyl)amino)-4-methoxyphenyl)acrylamide